[O-2].C(C(C)(C)C)[Al+2] neopentyl-aluminum oxide